3-(3-(1H-pyrrol-1-yl)phenyl)-3-(3-(4-hydroxy-1,5-dimethyl-2-oxo-1,2-dihydropyridin-3-yl)ureido)propanoic acid N1(C=CC=C1)C=1C=C(C=CC1)C(CC(=O)O)NC(=O)NC=1C(N(C=C(C1O)C)C)=O